O=C1C2=C(N=NN1C1C(NC(CC1)=O)=O)C=CC=C2NCC2=CC=C(C=C2)CN2CCN(CC2)C2=CC(=CC=C2)C(F)(F)F 3-(4-oxo-5-((4-((4-(3-(trifluoromethyl)phenyl)piperazin-1-yl)methyl)benzyl)amino)benzo[d][1,2,3]triazin-3(4H)-yl)piperidine-2,6-dione